FC(C1=CC=C(C=C1)[C@H](C)N)(F)F (S)-1-(4-(trifluoromethyl)phenyl)ethane-1-amine